FC1=C(C(=CC=C1)F)NC=1N=C(N=NC1C(=O)N)NC1=C(C=C2CCN(CC2=C1)C)OC ((2,6-difluorophenyl)amino)-3-((6-methoxy-2-methyl-1,2,3,4-tetrahydroisoquinolin-7-yl)amino)-1,2,4-triazine-6-carboxamide